C(C)(C)(C)OC(NC1CCC(CC1)OC1=CC(=C(C=C1)C#N)Cl)=O (1r,4r)-4-(3-chloro-4-cyanophenoxy)cyclohexylcarbamic acid tert-butyl ester